The molecule is an oxysterol that is (24S,25)-epoxycholesterol bearing a hydroxy substituent at the 7alpha-position. It is a cholestanoid, a 7alpha-hydroxy steroid, a 3beta-sterol, an oxysterol, a 3beta-hydroxy-Delta(5)-steroid and an epoxy steroid. C[C@H](CC[C@H]1C(O1)(C)C)[C@H]2CC[C@@H]3[C@@]2(CC[C@H]4[C@H]3[C@@H](C=C5[C@@]4(CC[C@@H](C5)O)C)O)C